4-methylbenzenesulfonic acid-2-fluoro-3-hydroxypropyl ester FC(COS(=O)(=O)C1=CC=C(C=C1)C)CO